ClC1=CC=C(C=C1)COC1=NN=C(S1)N1C(C=CC=C1)C1CCOCC1 N-[5-[(4-chlorophenyl)methoxy]-1,3,4-thiadiazol-2-yl]-2-(oxan-4-yl)pyridine